OCC(C(=O)N)(NC(=O)C=1N(N=C2C=CC(=CC12)OCC1=NC=C(C=C1)C)C)C 3-hydroxy-2-methyl-2-({2-methyl-5-[(5-methylpyridin-2-yl)methoxy]-2H-indazol-3-yl}formamido)propanamide